(R)-4-((1-(3-(difluoromethyl)-2-fluorophenyl)ethyl)amino)-7-methoxy-6-(piperazin-1-yl)pyrido[2,3-d]pyrimidin-2-ol FC(C=1C(=C(C=CC1)[C@@H](C)NC=1C2=C(N=C(N1)O)N=C(C(=C2)N2CCNCC2)OC)F)F